(S)-4-(2-(4-Amino-1,2,5-oxadiazol-3-yl)-1-ethyl-7-(piperidin-3-ylmethoxy)-1H-imidazo[4,5-c]pyridin-4-yl)-2-methylbut-3-yn-2-ol NC=1C(=NON1)C=1N(C2=C(C(=NC=C2OC[C@@H]2CNCCC2)C#CC(C)(O)C)N1)CC